trans-4-(((trans-4-(3-Cyano-4-methoxyphenyl)cyclohexyl)methyl)(3-(2-cyclopropyloxazol-4-yl)phenyl)carbamoyl)cyclohexyl methylcarbamate CNC(O[C@@H]1CC[C@H](CC1)C(N(C1=CC(=CC=C1)C=1N=C(OC1)C1CC1)C[C@@H]1CC[C@H](CC1)C1=CC(=C(C=C1)OC)C#N)=O)=O